2-((3'-(4-Chloro-2-fluorobenzyloxy)-3,4'-difluorobiphenyl-4-yl)methyl)-1-((tetrahydrofuran-2-yl)methyl)-1H-benzo[d]imidazol ClC1=CC(=C(COC=2C=C(C=CC2F)C2=CC(=C(C=C2)CC2=NC3=C(N2CC2OCCC2)C=CC=C3)F)C=C1)F